1-(1-phenylvinyl)pyrazole-3-carboxylic acid pent-2-yn-1-yl ester C(C#CCC)OC(=O)C1=NN(C=C1)C(=C)C1=CC=CC=C1